NC1=C(C=C(C=N1)C1=C(C=C2C(C(=CN(C2=C1C)C1CC1)C(=O)O)=O)F)C(N)=O 7-(6-amino-5-carbamoylpyridin-3-yl)-1-cyclopropyl-6-fluoro-8-methyl-4-oxo-1,4-dihydroquinoline-3-carboxylic acid